5-chloro-4-fluoro-2-((2-methyl-4-(trifluorometh-oxy)phenyl)-amino)benzoic acid ClC=1C(=CC(=C(C(=O)O)C1)NC1=C(C=C(C=C1)OC(F)(F)F)C)F